(2-(2-methoxyphenyl)-1-methyl-1H-pyrrolo[2,3-c]pyridin-5-yl)cyclopropanecarboxamide COC1=C(C=CC=C1)C1=CC=2C(=CN=C(C2)C2(CC2)C(=O)N)N1C